BrC=1C=C(C=C2C(C=C(OC12)N1CCCCC1)=O)C 8-bromo-6-methyl-2-(1-piperidinyl)chromen-4-one